C(=O)([O-])C[N+]1=C(N(CC1)CC(=O)O)C 3-(carboxylatometh-yl)-1-(carboxymeth-yl)-2-methyl-4,5-dihydro-1H-imidazol-3-ium